1-(4-(6,8-dichloro-7-(2-methoxynaphthalen-1-yl)quinazolin-4-yl)piperazin-1-yl)prop-2-en-1-one ClC=1C=C2C(=NC=NC2=C(C1C1=C(C=CC2=CC=CC=C12)OC)Cl)N1CCN(CC1)C(C=C)=O